ClC1=NC(=C2N=CN(C2=N1)C)NC=1C(=NN(C1)CCCN1CCN(CC1)C(=O)OCC[Si](C)(C)C)OC 2-trimethylsilylethyl 4-[3-[4-[(2-chloro-9-methyl-purin-6-yl)amino]-3-methoxy-pyrazol-1-yl] propyl]piperazine-1-carboxylate